OC=1C=C(C=CC1O)C(C)=O 3',4'-dihydroxyacetophenone